FC1=NC=CC=C1S 2-fluoropyridine-3-thiol